ClC1=NC=C(C(=C1)S(=O)(=O)NC1=NC=C(C(=C1F)N1CC2=C(N=C(N=C2)NCCOC)CC1)F)OC 2-chloro-N-(3,5-difluoro-4-{2-[(2-methoxyethyl)amino]-5h,6h,7h,8h-pyrido[4,3-d]pyrimidin-6-yl}pyridin-2-yl)-5-methoxypyridine-4-sulfonamide